titanium (IV) diethyltartrate C(C)C(C(C(=O)[O-])(O)CC)(O)C(=O)[O-].[Ti+4].C(C)C(C(C(=O)[O-])(O)CC)(O)C(=O)[O-]